C(#N)COC(C(C)(C)OC(C1=C(C=C(C(=C1)N1C(N(C(=CC1=O)C(F)(F)F)N)=O)F)Br)=O)=O 1-(Cyanomethoxy)-2-methyl-1-oxopropan-2-yl-2-bromo-4-fluoro-5-[3-amino-2,6-dioxo-4-(trifluoromethyl)-3,6-dihydropyrimidin-1(2H)-yl]benzoate